3-(hydroxymethyl)-3-cyclopentene OCC=1CCCC1